(1r,2s)-1-(5-fluoro-1H-indole-2-carboxamido)-2-vinylcyclopropane-1-carboxylic acid methyl ester COC(=O)[C@@]1([C@@H](C1)C=C)NC(=O)C=1NC2=CC=C(C=C2C1)F